7-chloro-2,3-dihydrobenzo[d]isothiazole-3-carboxylic acid methyl ester 1,1-dioxide COC(=O)C1NS(C2=C1C=CC=C2Cl)(=O)=O